C(C)NCCC1=CC=C(CN2C(=C(C3=CC(=CC=C23)O)C)C2=CC=C(C=C2)OC)C=C1 1-(4-(2-(ethylamino)ethyl)benzyl)-2-(4-methoxyphenyl)-3-methyl-1H-indol-5-ol